FC(CCC(C(C(C)C)=O)=O)(F)F trifluoro-dimethyl-hexanedione